CC=1N=C(C2=C(N1)OC(=C2)C)N[C@@H](C)C2=CC=C(C(=O)O\N=C(\C1CC1)/N)C=C2 [(Z)-[amino(cyclopropyl)methylene]amino] 4-[(1S)-1-[(2,6-dimethylfuro[2,3-d]pyrimidin-4-yl)amino]ethyl]benzoate